Potassium Hydrogen Oxalate C(C(=O)[O-])(=O)O.[K+]